NC1=NN(C(S1)=O)CCOC 5-amino-3-(2-methoxyethyl)-1,3,4-thiadiazol-2(3H)-one